oxidovanadium catecholate C=1([O-])C([O-])=CC=CC1.O=[V+3].C=1([O-])C([O-])=CC=CC1.C=1([O-])C([O-])=CC=CC1.O=[V+3]